7'-(benzyloxy)-4'-(4-(4-(dimethoxymethyl)piperidin-1-yl)phenyl)-1'-methylspiro[cyclohexane-1,3'-isochroman]-4'-ol C(C1=CC=CC=C1)OC1=CC=C2C(C3(OC(C2=C1)C)CCCCC3)(O)C3=CC=C(C=C3)N3CCC(CC3)C(OC)OC